2,6-ditolylphenol C1(=C(C=CC=C1)C1=C(C(=CC=C1)C1=C(C=CC=C1)C)O)C